C(=O)O.N1CCC(CC1)C(=O)N piperidine-4-carboxamide formate